(2S,3R,4S,5R)-4-[[3-(3,4-Difluoro-2-methoxy-phenyl)-4-ethyl-5-methyl-5-(trifluoromethyl)tetrahydrofuran-2-carbonyl]amino]pyridin-2-carboxamid FC=1C(=C(C=CC1F)[C@@H]1[C@H](O[C@]([C@H]1CC)(C(F)(F)F)C)C(=O)NC1=CC(=NC=C1)C(=O)N)OC